COC(C1=C(C(=CC=C1)CN)F)=O 3-(aminomethyl)-2-fluorobenzoic acid methyl ester